BrC=1C=C(OCC(CN(C)CC2=CC(=C(C=C2)OCCN2CCC(CC2)C)OC)O)C=C(C1)F 1-(3-bromo-5-fluorophenoxy)-3-((3-methoxy-4-(2-(4-methylpiperidin-1-yl)ethoxy)benzyl)(methyl)amino)propan-2-ol